[Cl].[Hf].[Cs] cesium hafnium chlorine